1-{8-[(2,5-difluorophenyl)methyl]-6-(5-fluoro-4-hydroxy-6-methylpyrimidin-2-yl)imidazo[1,2-a]pyrazin-3-yl}ethanone FC1=C(C=C(C=C1)F)CC=1C=2N(C=C(N1)C1=NC(=C(C(=N1)O)F)C)C(=CN2)C(C)=O